ClC=1C(=C(NC=2C3=C(N=CN2)C=C(C(=N3)N3C2CN(C(C3)CC2)C(=O)OC(C)(C)C)F)C=CC1OC(F)F)F tert-Butyl 5-[4-[3-chloro-4-(difluoromethoxy)-2-fluoro-anilino]-7-fluoro-pyrido[3,2-d]pyrimidin-6-yl]-2,5-diazabicyclo[2.2.2]octane-2-carboxylate